diethyl 2-methyl-3,4-thiophenedicarboxylate CC=1SC=C(C1C(=O)OCC)C(=O)OCC